2,2,6,6-tetramethylpiperidinamine CC1(N(C(CCC1)(C)C)N)C